3-[5-(4-Fluorophenyl)pentan-2-yl]-6,6,9-trimethyl-7,8,9,10-tetrahydrobenzo[c]chromen-1-ol FC1=CC=C(C=C1)CCCC(C)C=1C=C(C=2C3=C(C(OC2C1)(C)C)CCC(C3)C)O